1-(4-chloro-2,5-dimethyl-phenyl)-3-[(1S)-1-(2-pyrimidin-2-yl-1,2,4-triazol-3-yl)ethyl]urea ClC1=CC(=C(C=C1C)NC(=O)N[C@@H](C)C=1N(N=CN1)C1=NC=CC=N1)C